(1R,3S,4S)-2-tert-butyl 3-ethyl 5-((dimethylamino)methylene)-6-oxo-2-azabicyclo[2.2.1]heptane-2,3-dicarboxylate CN(C)C=C1[C@H]2[C@H](N([C@@H](C1=O)C2)C(=O)OC(C)(C)C)C(=O)OCC